2,4-diamino-6-(1-(4-chlorophenyl)-1H-1,2,3-triazol-4-yl)quinazoline NC1=NC2=CC=C(C=C2C(=N1)N)C=1N=NN(C1)C1=CC=C(C=C1)Cl